6-(1-(6-(7-chloroquinolin-4-yl)-1H-imidazo[4,5-b]pyrazin-1-yl)ethyl)-5,7-difluoroquinoline ClC1=CC=C2C(=CC=NC2=C1)C1=CN=C2C(=N1)N(C=N2)C(C)C=2C(=C1C=CC=NC1=CC2F)F